(4S)-4-(4-chlorophenyl)-4-[(1R)-1-(4-chlorophenyl)-7-fluoro-5-[(1S)-1-hydroxy-1-(oxan-4-yl)propyl]-1-methoxy-3-oxo-2,3-dihydro-1H-isoindol-2-yl]butanoic acid ClC1=CC=C(C=C1)[C@H](CCC(=O)O)N1[C@@](C2=C(C=C(C=C2C1=O)[C@](CC)(C1CCOCC1)O)F)(OC)C1=CC=C(C=C1)Cl